2-(5-(2-((2,3-dihydro-1H-inden-2-yl)amino)-4-methoxypyrimidin-5-yl)-1,3,4-oxadiazol-2-yl)acetic acid C1C(CC2=CC=CC=C12)NC1=NC=C(C(=N1)OC)C1=NN=C(O1)CC(=O)O